C(C)(C)N1CC2=CC=C(C=C2CC1)NC(C1=CC(=CC=C1)CN1C(C2=CC=C(C=C2C=C1)C=1C(=NOC1)C)=O)=O N-(2-Isopropyl-1,2,3,4-tetrahydroisoquinolin-6-yl)-3-((6-(3-methylisoxazol-4-yl)-1-oxoisoquinolin-2(1H)-yl)methyl)benzamide